N,N-dimethyl-2-((5-(pyridin-2-yl)pyrazin-2-yl)oxy)acetamide CN(C(COC1=NC=C(N=C1)C1=NC=CC=C1)=O)C